(Z)-icos-9-en-1-ol C(CCCCCCC\C=C/CCCCCCCCCC)O